1-(((5-(1,3-dioxolan-2-yl)-6,7-difluorobenzo[d]isoxazol-3-yl)amino)methyl)cyclobutanol O1C(OCC1)C=1C(=C(C2=C(C(=NO2)NCC2(CCC2)O)C1)F)F